Cl.Cl.FC1=C(C=CC(=C1)[C@H]1NCCC1)C=1N=C2SC3=C(N2C1)C=CC(=C3)C(=O)NCCCN3CCC(CC3)F (S)-2-(2-fluoro-4-(pyrrolidin-2-yl)phenyl)-N-(3-(4-fluoropiperidin-1-yl)propyl)benzo[d]imidazo[2,1-b]thiazole-7-carboxamide dihydrochloride